CCC(CCC)C#N Hexane-3-carbonitrile